2,4-difluorobenzyl-amine FC1=C(CN)C=CC(=C1)F